(RS)-4-Ethyl-N-(4-(morpholin-2-yl)-phenyl)-benzamid C(C)C1=CC=C(C(=O)NC2=CC=C(C=C2)[C@@H]2CNCCO2)C=C1 |r|